benzyl (3-(methyl(8-(picolinamido)quinolin-4-yl)amino)propyl)carbamate CN(CCCNC(OCC1=CC=CC=C1)=O)C1=CC=NC2=C(C=CC=C12)NC(C1=NC=CC=C1)=O